4-butylsulfonic acid CCCCS(=O)(=O)O